(1r,4r)-benzyl 4-amino-1-methylcyclohexanecarboxylate NC1CCC(CC1)(C(=O)OCC1=CC=CC=C1)C